5-nitro-2-(pyridin-2-yl)aniline methyl-3-hydroxybenzoate COC(C1=CC(=CC=C1)O)=O.[N+](=O)([O-])C=1C=CC(=C(N)C1)C1=NC=CC=C1